C(C1=CC=CC=C1)OCCN1C(=NC(=C1\C=N\[S@@](=O)C(C)(C)C)C=1C(=NC=CC1)C(C)C)C (S)-N-[(1E)-[1-[2-(benzyloxy)ethyl]-2-methyl-4-[2-(propan-2-yl)pyridin-3-yl]-1H-imidazol-5-yl]methylene]-2-methylpropan-2-sulfinamide